(S)-3-(3,4-difluorophenyl)-N-(4-((3-((1-ethoxypropan-2-yl)amino)-1H-pyrazolo[3,4-b]pyridin-4-yl)oxy)-3-fluorophenyl)-1-isopropyl-2,4-dioxo-1,2,3,4-tetrahydropyrimidine-5-carboxamide FC=1C=C(C=CC1F)N1C(N(C=C(C1=O)C(=O)NC1=CC(=C(C=C1)OC1=C2C(=NC=C1)NN=C2N[C@H](COCC)C)F)C(C)C)=O